4-amino-5-(fluorophenyl)-4H-1,2,4-triazole NN1C=NN=C1C1=C(C=CC=C1)F